N-(3-bromo-2-methylphenyl)tricyclo[3.3.1.13,7]decane-1-carboxamide BrC=1C(=C(C=CC1)NC(=O)C12CC3CC(CC(C1)C3)C2)C